COC(=O)C1=C(C=CS1)NC(=O)CC2=CC=CS2 The molecule is a carboxamide resulting from the formal condensation of the carboxy group of 2-thienylacetic acid with the amino group of methyl 3-aminothiophene-2-carboxylate. It is a selective inhibitor of c-Jun N-terminal kinases (JNKs). It has a role as a c-Jun N-terminal kinase inhibitor. It is a methyl ester, a member of thiophenes and a secondary carboxamide. It derives from a 2-thienylacetic acid.